1,5,7-trimethyl-4-oxo-N-(1-phenylpiperidin-4-yl)-4,5-dihydro-1H-pyrrolo[3,2-c]pyridine-3-carboxamide CN1C=C(C=2C(N(C=C(C21)C)C)=O)C(=O)NC2CCN(CC2)C2=CC=CC=C2